FC1=CC=C(C=N1)C=1C=NC=2N(C1)C=C(N2)COC2=CC=CC=C2 6-(6-fluoropyridin-3-yl)-2-phenoxymethylimidazo[1,2-a]pyrimidine